2-nitro-4-methylsulfonyl-benzoate [N+](=O)([O-])C1=C(C(=O)[O-])C=CC(=C1)S(=O)(=O)C